CS(=O)(C)=NC=1C=C(C(=NC1)C=1OC2=C(N1)C=C(C=C2)S(C(F)(F)F)(=O)=NCC)S(=O)(=O)CC [2-[5-[[dimethyl(oxo)-λ6-sulfanylidene]amino]-3-ethylsulfonyl-2-pyridyl]-1,3-benzoxazol-5-yl]-ethylimino-oxo-(trifluoromethyl)-λ6-sulfane